5-(3-isopropyl-5-(1-(tetrahydro-2H-pyran-4-yl)piperidin-4-yl)-1H-indol-2-yl)-7-methyl-7H-pyrrolo[2,3-d]pyrimidine C(C)(C)C1=C(NC2=CC=C(C=C12)C1CCN(CC1)C1CCOCC1)C1=CN(C=2N=CN=CC21)C